COC=1C=CC=2C[C@@H]3[C@@H]4CC[C@H](C[C@@]4(C2C1)CCN3C)OCCOC (6β)-3-methoxy-6-(2-methoxyethoxy)-17-methylmorphinan